P(=O)(O)(O)OC[C@H]([C@H](C(CNC1=C(C=CC=C1)C(=O)O)=O)O)O 1-(2-carboxyphenylamino)-1-deoxy-D-ribulose 5-phosphate